[C@H]12CN(C[C@H](CC1)N2)C2=NC(=NC1=C(C(=C(C=C21)Cl)C2=CC=CC1=CC=CC(=C21)C)F)N2CC(C2)N(C)C 4-((S or R)-4-((1R,5S)-3,8-diazabicyclo[3.2.1]octan-3-yl)-6-chloro-2-(3-(dimethyl-amino)azetidin-1-yl)-8-fluoro-quinazolin-7-yl)-5-methyl-naphthalen